ClC1=C(C=CC2=C1C(=N[C@H](C=1N2N=C(N1)NC(=O)N1CC(C1)OC)C)C1=C(C=CC=C1F)F)C(F)(F)F N-[(4S)-7-chloro-6-(2,6-difluorophenyl)-4-methyl-8-(trifluoromethyl)-4H-[1,2,4]triazolo[1,5-a][1,4]benzodiazepine-2-Yl]-3-methoxy-azetidine-1-carboxamide